C(C)N[C@@H](CC(N)=O)C(=O)O Nα-ethylasparagine